C(C)(=O)C1=NC=C2N1C=CC(=C2)C(=O)NC2=CC1=C(C=N2)C=C(N1COCC[Si](C)(C)C)[C@@H]1N(CCC1)C 3-acetyl-N-[2-[(2R)-1-methylpyrrolidin-2-yl]-1-[[2-(trimethylsilyl)ethoxy]methyl]pyrrolo[3,2-c]pyridin-6-yl]imidazo[1,5-a]pyridine-7-carboxamide